5-methoxy-N1-methyl-N1-(2-morpholin-4-ylethyl)benzene-1,2,4-triamine COC1=C(C=C(C(=C1)N(CCN1CCOCC1)C)N)N